4-methoxy-1,2,3,4-tetrahydroisoquinoline COC1CNCC2=CC=CC=C12